6-fluoro-7-methoxy-4-(4-methylsulfanylphenoxy)quinoline FC=1C=C2C(=CC=NC2=CC1OC)OC1=CC=C(C=C1)SC